BrC=1C=CC(=C(OCCC(=O)N2[C@H](CCC2)C(=O)OC(C)(C)C)C1)C=1OC2=C(C=CC=C2C(C1)=O)Cl tert-butyl (2R)-1-[3-[5-bromo-2-(8-chloro-4-oxo-chromen-2-yl)phenoxy]propanoyl]pyrrolidine-2-carboxylate